3-(tert-butyldiphenylsiloxy)-4-methoxyphenylboronic acid O([Si](C1=CC=CC=C1)(C1=CC=CC=C1)C(C)(C)C)C=1C=C(C=CC1OC)B(O)O